1-Tert-butyl 4-[4-[[2-[2-[tert-butoxycarbonyl (cyclopropylmethyl)amino]-4-pyridyl]oxazole-4-carbonyl]amino]-3-(difluoromethyl)pyrazol-1-yl]piperidine-1-carboxylate C(C)(C)(C)OC(=O)N(C1=NC=CC(=C1)C=1OC=C(N1)C(=O)NC=1C(=NN(C1)C1CCN(CC1)C(=O)OC(C)(C)C)C(F)F)CC1CC1